Cyclopentane heptenyl-nitrate C(=CCCCCC)O[N+](=O)[O-].C1CCCC1